C(=O)O.NCCC(=O)N1CCN(CC1)C(=O)C1=C(C=C(C=C1)NC(=O)C=1N(C(=CN1)C1=C(C(=C(C=C1)OC)F)F)C)Cl N-[4-[4-(3-aminopropanoyl)piperazine-1-carbonyl]-3-chloro-phenyl]-5-(2,3-difluoro-4-methoxy-phenyl)-1-methyl-imidazole-2-carboxamide formate